C(CCC(=O)OC1C(N(C(CC1)(C)C)OCCCCCCCC)(C)C)(=O)OC1C(N(C(CC1)(C)C)OCCCCCCCC)(C)C bis(1-octyloxy-2,2,6,6-tetramethyl-piperidinyl) succinate